methyl-5-decyndiol CC(CCCC#CCCCC)(O)O